3,4-dimethoxybenzyl bromide COC=1C=C(CBr)C=CC1OC